2,4,6-tribromo-1,3,5-tri-aminobenzene BrC1=C(C(=C(C(=C1N)Br)N)Br)N